CC1=C(OC(=N1)NS(=O)(=O)C2=CC=C(C=C2)N)C The molecule is a sulfonamide antibiotic in which 4-aminobenzenesulfonic acid and 4,5-dimethyl-1,3-oxazol-2-amine have combined to form the sulfonamide bond. It has a role as an antimicrobial agent and a drug allergen. It is a sulfonamide, an oxazole and a sulfonamide antibiotic.